C[C@@H]1N(CCC1)CC1=CC=2C=NC(=CC2N1COCC[Si](C)(C)C)N=C(C1=CC=CC=C1)C1=CC=CC=C1 N-[2-[[(2S)-2-methylpyrrolidin-1-yl]methyl]-1-(2-trimethylsilylethoxymethyl)pyrrolo[3,2-c]pyridin-6-yl]-1,1-diphenyl-methanimine